NC(CC(CC(=O)O)(C)C)=O 5-amino-3,3-dimethyl-5-oxopentanoic acid